C(#N)C1(CCC1)NC(=O)C1=C(C=C2CCN3C(C2=C1)=C(C=C3C(=O)N3[C@@](CCC3)(C)[C@@H](C)O)C3=CN=CS3)OC N-(1-cyanocyclobutyl)-3-[(2R)-2-[(1R)-1-hydroxyethyl]-2-methyl-pyrrolidine-1-carbonyl]-8-methoxy-1-thiazol-5-yl-5,6-dihydropyrrolo[2,1-a]isoquinoline-9-carboxamide